5-chloro-N-[(1S,2S,3S,5R)-2,6,6-trimethylnorpinan-3-yl]-1H-pyrrolo[2,3-c]pyridine-2-carboxamide ClC=1C=C2C(=CN1)NC(=C2)C(=O)N[C@@H]2[C@H]([C@H]1C([C@@H](C2)C1)(C)C)C